1-(4-chlorophenyl)cyclopropanecarbonitrile ClC1=CC=C(C=C1)C1(CC1)C#N